[Br-].CC=1C(=CC2=C(N=C3C(NC(N=C3N2CCOCC[N+](CC)(CC)CC)=O)=O)C1)C 2-(7,8-dimethyl-2,4-dioxo-3,4-dihydro-2H-benzo[g]pteridin-10-yl-ethoxy)-ethyl-triethyl-ammonium bromide